[Bi].[Er] Erbium-bismuth